C12C3C(OC(C3C(C=C1)O2)=O)=O 4,10-dioxa-tricyclo[5.2.1.02,6]Dec-8-ene-3,5-dione